I.C(CCCCCCCN)N 1,8-octylenediamine hydroiodide